1,3-bis(4-aminophenyloxy)benzene ethyl-(2S,3R)-3-({2-[(tert-butoxycarbonyl)(4-methoxybenzyl)amino]-pyridin-4-yl}methyl)-4-oxo-1-{[(1R)-1-phenylethyl]carbamoyl}azetidine-2-carboxylate C(C)OC(=O)[C@H]1N(C([C@@H]1CC1=CC(=NC=C1)N(CC1=CC=C(C=C1)OC)C(=O)OC(C)(C)C)=O)C(N[C@H](C)C1=CC=CC=C1)=O.NC1=CC=C(C=C1)OC1=CC(=CC=C1)OC1=CC=C(C=C1)N